N-(5-isopropylpyridin-2-yl)propionamide C(C)(C)C=1C=CC(=NC1)NC(CC)=O